methyl 3-{4-[cis-3-(trifluoromethoxy)cyclobutyl]-1H-pyrazol-1-yl}bicyclo[1.1.1]pentane-1-carboxylate FC(O[C@H]1C[C@H](C1)C=1C=NN(C1)C12CC(C1)(C2)C(=O)OC)(F)F